C(C)(C)(C)OC([C@@H](CC1=CC(=CC=C1)CN(C1=CC(=CC=C1)OC)C)[C@@H]1CN(CC1)C(=O)OC(C)(C)C)=O tert-Butyl (3R)-3-[(1S)-2-tert-butoxy-1-[[3-[(3-methoxy-N-methyl-anilino)methyl]phenyl]methyl]-2-oxo-ethyl]pyrrolidine-1-carboxylate